ClC1=CC(=C(COC2=CC=CC(=N2)C2CCN(CC2)CC2=NC=C(C(=O)O)C=C2C)C=C1)F 6-((4-(6-((4-chloro-2-fluorobenzyl)oxy)pyridin-2-yl)piperidin-1-yl)methyl)-5-methylnicotinic acid